C1(CC1)OC1=CC=C2C=C(C=C(C2=C1)CCNC(C)=O)[2H] N-(2-(7-Cyclopropyloxynaphthalen-1-yl-3-d)ethyl)acetamide